C(C)(C)(C)OC(N(C\C=C\CCl)C(=O)OC(C)(C)C)=O N-tert-Butoxycarbonyl-N-[(E)-4-chlorobut-2-enyl]carbamic acid tert-butyl ester